C1=C(C=CC=2C3=CC=CC=C3C=CC12)B1OC(C)(C)C(C)(C)O1 2-phenanthreneboronic acid pinacol ester